S(=O)(=O)(O)NNS(=O)(=O)O disulphohydrazine